COC(CC[C@@H](C(=O)O)NC(=O)C1=CC=C(NCC2=CN=C3N=C(N)NC(=O)C3=N2)C=C1)=O.[Ca] Calcium Methylfolate